ClC1=NC=C(C(=C1)C1=C(C=NC(=C1)C)C(=O)OC)OC[2H] Methyl 2'-chloro-5'-deuteromethoxy-6-methyl-[4,4'-bipyridine]-3-carboxylate